[Fe+2].C=1([O-])C([O-])=CC=CC1 catecholate iron